7-methoxy-2-(3-methylmorpholino)-N-((2-(trifluoromethyl)pyridin-3-yl)methyl)pyrido[2,3-d]pyrimidin-4-amine COC=1C=CC2=C(N=C(N=C2NCC=2C(=NC=CC2)C(F)(F)F)N2C(COCC2)C)N1